tert-butyl 3-(8-fluoro-2-(2-(piperazin-1-yl)ethoxy)-7-(8-((triisopropylsilyl)ethynyl)naphthalen-1-yl)pyrido[4,3-d]pyrimidin-4-yl)-3,8-diazabicyclo[3.2.1]octane-8-carboxylate FC1=C(N=CC2=C1N=C(N=C2N2CC1CCC(C2)N1C(=O)OC(C)(C)C)OCCN1CCNCC1)C1=CC=CC2=CC=CC(=C12)C#C[Si](C(C)C)(C(C)C)C(C)C